OC1=C(C=C(C=CC(C)=O)C=C1)OC 4-hydroxy-3-methoxy-benzalacetone